C(=CC(C)=C)C=1C=C(C=C(C1O)OC)CCC=1C=C(C=C(C1)OC)O 3-[2-(3-isoprenyl-4-hydroxy-5-methoxy-phenyl)-ethyl]-5-methoxyphenol